tert-butyl 4-(8-chloro-1,7-naphthyridin-3-yl)-4-oxobutylcarbamate ClC=1N=CC=C2C=C(C=NC12)C(CCCNC(OC(C)(C)C)=O)=O